azidopropyl-nitropimelimide N(=[N+]=[N-])CCCC1(C(=O)NC(CCCC1)=O)[N+](=O)[O-]